FC=1C=2N(C=C(C1)NC(=O)C1=NC=C(N=C1)N(C1CCNCC1)C)C=C(N2)C N-(8-Fluoro-2-methylimidazo[1,2-a]pyridin-6-yl)-5-(methyl(piperidin-4-yl)amino)pyrazine-2-carboxamide